CN1C(N=CC(=C1)C(=O)O)=O METHYL-2-OXO-1,2-DIHYDROPYRIMIDINE-5-CARBOXYLIC ACID